BrC1=C(C=C(C=C1)Cl)C1=NN=C2SCC(=NN21)C(C)(C)C 3-(2-bromo-5-chlorophenyl)-6-(tert-butyl)-7H-[1,2,4]triazolo[3,4-b][1,3,4]thiadiazine